6-(azetidin-3-ylsulfonyl)-3-(tetrahydro-2H-pyran-4-yl)-2-(2H-tetrazol-5-yl)benzenesulfonamide N1CC(C1)S(=O)(=O)C1=CC=C(C(=C1S(=O)(=O)N)C=1N=NNN1)C1CCOCC1